trimethylol triisostearate C(CCCCCCCCCCCCCCC(C)C)(=O)OCO.C(CCCCCCCCCCCCCCC(C)C)(=O)OCO.C(CCCCCCCCCCCCCCC(C)C)(=O)OCO